ethyl 3-[1-[(1S)-1-[(2S,4R)-4-hydroxy-2-(methylcarbamoyl)pyrrolidine-1-carbonyl]-2,2-dimethyl-propyl]triazol-4-yl]benzoate O[C@@H]1C[C@H](N(C1)C(=O)[C@H](C(C)(C)C)N1N=NC(=C1)C=1C=C(C(=O)OCC)C=CC1)C(NC)=O